C1N(CCC2=CC(=NC=C12)C(=O)OC(C)(C)C)C(=O)OCC1=CC=CC=C1 2-benzyl 6-(tert-butyl) 3,4-dihydro-2,7-naphthyridine-2,6(1H)-dicarboxylate